3-(2-(2,6-dioxopiperidin-3-yl)-3-oxoisoindolin-5-yl)propanoic acid O=C1NC(CCC1N1CC2=CC=C(C=C2C1=O)CCC(=O)O)=O